(2R,6R)-4-[(1R)-1-(3-fluoro-4-methylpyridin-2-yl)-3-methoxypropyl]-6-methyl-1-(2-methylpropanoyl)-N-{[4-(1-methyl-1H-pyrrolo[2,3-b]pyridin-6-yl)phenyl]methyl}piperazine-2-carboxamide FC=1C(=NC=CC1C)[C@@H](CCOC)N1C[C@@H](N([C@@H](C1)C)C(C(C)C)=O)C(=O)NCC1=CC=C(C=C1)C1=CC=C2C(=N1)N(C=C2)C